2,6-dichloro-4-(2-methyl-1,3-dioxolan-2-yl)pyridine ClC1=NC(=CC(=C1)C1(OCCO1)C)Cl